(R)-1-(5-chloro-2-fluoropyridin-3-yl)ethyl (4-(5-((tert-butoxycarbonyl)amino)pyridin-2-yl)-1-methyl-1H-1,2,3-triazol-5-yl)carbamate C(C)(C)(C)OC(=O)NC=1C=CC(=NC1)C=1N=NN(C1NC(O[C@H](C)C=1C(=NC=C(C1)Cl)F)=O)C